N,N'-bisbiotinyl-cystamine C(CCCC[C@@H]1SC[C@@H]2NC(=O)N[C@H]12)(=O)NCCSSCCNC(CCCC[C@@H]1SC[C@@H]2NC(=O)N[C@H]12)=O